C12OCC(C1)(C2)C2=NC(=CC(=N2)NC2=CC(=NC=C2C2=NC=NC(=C2)C)NC(C)=O)C N-(4-((2-(2-oxabicyclo[2.1.1]hex-4-yl)-6-methylpyrimidin-4-yl)amino)-5-(6-methylpyrimidin-4-yl)pyridin-2-yl)acetamide